1-(2,4,5-trichloro-9H-xanthen-3-yl)pyrrolidine tert-butyl-2-(3-bromobenzyl)-3-(methylsulfonamido)piperidine-1-carboxylate C(C)(C)(C)OC(=O)N1C(C(CCC1)NS(=O)(=O)C)CC1=CC(=CC=C1)Br.ClC1=CC=2CC3=CC=CC(=C3OC2C(=C1N1CCCC1)Cl)Cl